(2RS)-N-{4-[cis-3-Anilino-4-oxo-1,4,5,5a,6,7,8,8a-octahydrocyclopenta[b]pyrrolo[2,3-d]pyridin-2-yl]pyridin-2-yl}-4,4-difluoro-2-(4-fluorophenyl)butanamid N(C1=CC=CC=C1)C1=C(NC=2[C@@H]3[C@H](NC(C21)=O)CCC3)C3=CC(=NC=C3)NC([C@H](CC(F)F)C3=CC=C(C=C3)F)=O |&1:28|